C[C@@]12C(CC[C@H]1[C@@H]1C=CC3=CC(C=C[C@]3(C)[C@H]1CC2)=O)=O 1,4,6-androstatriene-3,17-dione